5-bromo-2-(3-(trifluoromethyl)pyrrolidin-1-yl)pyridine BrC=1C=CC(=NC1)N1CC(CC1)C(F)(F)F